C(C)(C)(C)OC(=O)N[C@H](C(=O)N1[C@@H]([C@H]2C([C@H]2C1)(C)C)C(=O)O)CC(F)F.N1=CC=CC2=CC(=CC=C12)NC(=O)C1CCNCC1 N-(quinolin-6-yl)piperidine-4-carboxamide (1R,2S,5S)-3-[(2S)-2-(tert-butoxycarbonylamino)-4,4-difluoro-butanoyl]-6,6-dimethyl-3-azabicyclo[3.1.0]hexane-2-carboxylate